6-Trifluoromethyl-pyridin-3-yl-oxycyclopentan-1-amine FC(C1=CC=C(C=N1)OC1(CCCC1)N)(F)F